C1(CC1)C=1N=NN(C1)[C@H](C(=O)N1[C@@H](C[C@H](C1)O)C(=O)NC1CN(C(CC1)=O)C=1C=NN(C1)C)C(C)(C)C (2S,4R)-1-[(2S)-2-(4-cyclopropyltriazol-1-yl)-3,3-dimethyl-butanoyl]-4-hydroxy-N-[1-(1-methylpyrazol-4-yl)-6-oxo-3-piperidyl]pyrrolidine-2-carboxamide